N-ethyl-indole-3-carboxylic acid C(C)N1C=C(C2=CC=CC=C12)C(=O)O